ClC1=C(C(=C(C=C1OC)OC)Cl)C1=CC2=C(N=C(N=C2)N[C@H]2[C@H](COC2)NC(C=C)=O)C(=N1)CC(F)(F)F N-((3R,4S)-4-((6-(2,6-dichloro-3,5-dimethoxyphenyl)-8-(2,2,2-trifluoroethyl)pyrido[3,4-d]pyrimidin-2-yl)amino)tetrahydrofuran-3-yl)acrylamide